Cl.ClC1=C(C=CC=C1)S(=O)(=O)NC1=NC=C(C=C1)C1=CC2=C(N=C(N=C2)NC2CC(C(CC2)N(C)C)F)N(C1=O)C(C)C 2-Chloro-N-(5-(2-((4-(dimethylamino)-3-fluorocyclohexyl)amino)-8-isopropyl-7-oxo-7,8-dihydropyrido[2,3-d]pyrimidin-6-yl)pyridin-2-yl)benzenesulfonamide hydrochloride